2-((3,5-dimethylhex-3-en-2-yl) oxy)-2-methylpropyl cyclopropaneformate C1(CC1)C(=O)OCC(C)(C)OC(C)C(=CC(C)C)C